7-Amino-3,4-dihydrobenzo[f][1,4]oxaazepine-5(2H)-one NC=1C=CC2=C(C(NCCO2)=O)C1